tert-Butyl ((S,E)-8-((S)-4-benzyl-2-oxooxazolidin-3-yl)-2-methyl-8-oxooct-5-en-4-yl)carbamate C(C1=CC=CC=C1)[C@@H]1N(C(OC1)=O)C(C/C=C/[C@H](CC(C)C)NC(OC(C)(C)C)=O)=O